(6R,8aS)-6-[8-Amino-1-(4-{(1R)-1-[3-(difluoromethyl)phenyl]-1-hydroxyethyl}phenyl)-5-fluoroimidazo[1,5-a]pyrazin-3-yl]hexahydroindolizin-3(2H)-on NC=1C=2N(C(=CN1)F)C(=NC2C2=CC=C(C=C2)[C@@](C)(O)C2=CC(=CC=C2)C(F)F)[C@H]2CN1C(CC[C@@H]1CC2)=O